(2R,3R,4R,5S)-2-(hydroxymethyl)-1-(2-(pyridin-2-yl)ethyl)piperidine-3,4,5-triol OC[C@H]1N(C[C@@H]([C@H]([C@@H]1O)O)O)CCC1=NC=CC=C1